4-Methyl-1-(1-(2,4,4-trimethylpentan-2-yl)-1H-tetrazol-5-yl)pentan-1-amine CC(CCC(N)C1=NN=NN1C(C)(CC(C)(C)C)C)C